[N+](=O)([O-])C=1C=C(C=C(C1)[N+](=O)[O-])O 3,5-dinitrophenol